3-benzyl-6-chloro-3,4-dihydro-2h-benzo[e][1,2,4]thiadiazine-7-sulfonamide-1,1-dioxide C(C1=CC=CC=C1)C1NS(C2=C(N1)C=C(C(=C2)S(=O)(=O)N)Cl)(=O)=O